CETYLTRIMETHYL-ammonium chloride [Cl-].C(CCCCCCCCCCCCCCC)[N+](C)(C)C